C1(CC1)C(=O)NC1=NC=C(C(=O)NC([2H])([2H])[2H])C(=C1)NC1=C(C(=CC=C1)C=1N=NN(N1)C)OC 6-(cyclopropanecarboxamido)-4-((2-methoxy-3-(2-methyl-2H-tetrazol-5-yl)phenyl)amino)-N-(methyl-d3)nicotinamide